C(C)(C)C1(N=C(NC1=O)C1=NC=C(C=C1C(=O)O)CC)C 2-(4,5-Dihydro-4-isopropyl-4-methyl-5-oxo-1H-imidazol-2-yl)-5-ethyl-3-pyridinecarboxylic acid